OC1=C(C=CC=C1)C(/C=C/C1=CC=C(C(=O)NC2=CC(=C(C(=C2)OC)OC)OC)C=C1)=O (E)-4-(3-(2-hydroxyphenyl)-3-oxoprop-1-en-1-yl)-N-(3,4,5-trimethoxyphenyl)benzamide